S(=O)([O-])[O-].[NH2+]1CCOCC1.[NH2+]1CCOCC1 Morpholinium sulfit